bis(mercaptoethyl)sulfide SCCSCCS